5-(4-methoxynaphthalene-1-yl)-4-(4-methylphenyl)isoxazole COC1=CC=C(C2=CC=CC=C12)C1=C(C=NO1)C1=CC=C(C=C1)C